ClC=1C=C2C=NN(C2=C(C1C)C1=C(C(=NC=2CN(CCC12)C1COC1)N1CC2(CN(C2)C(C=C)=O)CC1)F)C 1-(6-(4-(5-chloro-1,6-dimethyl-1H-indazol-7-yl)-3-fluoro-7-(3-oxetanyl)-5,6,7,8-tetrahydro-1,7-naphthyridin-2-yl)-2,6-diazaspiro[3.4]octan-2-yl)-2-propen-1-one